2,5-bis-hydroxymethyl-tetrahydrofuran OCC1OC(CC1)CO